tert-butyl (Z)-2-(2,3-dihydrobenzofuran-2-yl)-3-fluoroallylcarbamate O1C(CC2=C1C=CC=C2)\C(\CNC(OC(C)(C)C)=O)=C/F